NCCNC(=O)C1=NC(=CC=C1)C(=O)NCCN N2,N6-bis(2-aminoethyl)pyridine-2,6-dicarboxamide